ClC=1C=C(CNC2=NC=NC3=CC(=C(C=C23)OC2CCN(CC2)C(C=C)=O)OC)C=C(C1)Cl 1-(4-((4-((3,5-dichlorobenzyl)amino)-7-methoxyquinazolin-6-yl)oxy)piperidin-1-yl)prop-2-en-1-one